COC(=O)C1=CC=NC=C1NC1=C(C=C(C=C1)[Si](C)(C)C)F 5-(2-fluoro-4-trimethylsilylanilino)pyridine-4-Formic acid methyl ester